ClC1=CC=C(C=C1)N(C(=O)C1=NC(=CN=C1)C1=CC=C(C=C1)OC(F)F)C N-(4-chlorophenyl)-6-(4-(difluoromethoxy)phenyl)-N-methylpyrazine-2-carboxamide